(tritylthio)propionic acid C(C1=CC=CC=C1)(C1=CC=CC=C1)(C1=CC=CC=C1)SC(C(=O)O)C